N1N=CC2=CC(=CC=C12)C#CC1=NC(=NC=C1)C1=NC(=NC=C1)N1CCN(CC1)C1=C(C=CC=C1)O (4-(4-((1H-indazol-5-yl)ethynyl)-[2,4'-bipyrimidinyl]-2'-yl)piperazin-1-yl)phenol